CCCCCCCC/C=C\CCCCCCCCCCCC(=O)OC(CC(=O)[O-])C[N+](C)(C)C Erucoylcarnitine